oxo-3,4-dihydro-2H-benzo[b][1,4]oxazine O=C1CNC2=C(O1)C=CC=C2